C(C)C1=NN(C2=CC=C(C=C12)C(=O)NC=1C=CC=2N(C1)C=C(N2)C2N(CCC2)C)C 3-ethyl-1-methyl-N-[2-(1-methylpyrrolidin-2-yl)imidazo[1,2-a]pyridin-6-yl]-1H-indazole-5-carboxamide